(5-chloro-8-quinolinoxy)acetic acid ClC1=C2C=CC=NC2=C(C=C1)OCC(=O)O